ClC1=NC=C2C3(CNC(C2=C1)=O)CC3 7'-chloro-2',3'-dihydro-1H-spiro[cyclopropane-1,4'-[2,6]naphthyridine]-1'-one